ClC=1C=CC2=C(C[C@H](CC=3N2C(=NN3)[C@@H]3CC[C@H](CC3)OC3=NC=CC=C3)NC(CN)=O)C1 N-{(5R)-8-chloro-1-[trans-4-(pyridin-2-yloxy)cyclohexyl]-5,6-dihydro-4H-[1,2,4]triazolo[4,3-a]benzazepin-5-yl}glycinamide